FCCCN1C[C@H](CC1)OC=1C=CC(=NC1)C1NC(CC2=C1NC1=CC=CC=C21)C 1-(5-(((S)-1-(3-fluoropropyl)pyrrolidin-3-yl)Oxy)pyridin-2-yl)-3-methyl-2,3,4,9-tetrahydro-1H-pyrido[3,4-b]Indole